O1N=C(C2=C1C=CC=C2)CC(=O)NC2=CC=CC=C2 2-(benzo[d]isoxazol-3-yl)-N-phenylacetamide